ClC1=CC=2C=3N(C(=NC2C=C1)NC(CC1=CC=CC=C1)=O)N=C(N3)C=3OC=CC3 N-(9-chloro-2-(furan-2-yl)-[1,2,4]triazolo[1,5-c]quinazolin-5-yl)-2-phenylacetamide